C(C)(C)(C)OC(=O)NC1(CCOCC1)C(=O)NC1(CC1)C1=CC(=C(C(=O)OC)C=C1)F Methyl 4-[1-[[4-(tert-butoxycarbonylamino)tetrahydropyran-4-carbonyl]amino]cyclopropyl]-2-fluoro-benzoate